C[C@H]1C2=CN(N=C2C2=C(C1)OC(=C2C(F)(F)F)C(=O)NC[C@H]2OCCC2)CC2CCOCC2 (4R)-4-Methyl-2-[(oxan-4-yl)methyl]-N-{[(2S)-oxolan-2-yl]methyl}-8-(trifluoromethyl)-4,5-dihydro-2H-furo[2,3-g]indazol-7-carboxamid